3-(3-(((R)-5,5-dioxido-7a,8,9,10-tetrahydropyrido[2,3-f]pyrrolo[2,1-d][1,2,5]thiadiazepin-6(7H)-yl)methyl)-4-methylphenyl)propanoic acid O=S1(N(C[C@@H]2N(C3=C1C=CC=N3)CCC2)CC=2C=C(C=CC2C)CCC(=O)O)=O